(naphthalen-2-ylmethyl)zinc bromide [Br-].C1=C(C=CC2=CC=CC=C12)C[Zn+]